C(C)(C)(C)N1N=CC(=C1C(=O)NCCC1=CC=C(C=C1)C1=NC(=NO1)C)C(C1=CC(=CC=C1)Cl)=O 1-(tert-butyl)-4-(3-chlorobenzoyl)-N-(4-(3-methyl-1,2,4-oxadiazol-5-yl)phenethyl)-1H-pyrazole-5-carboxamide